2-[2-(3-fluorophenyl)-5-methyl-1-piperidyl]-N-(5-methyl-3-pyridyl)-2-oxo-acetamide FC=1C=C(C=CC1)C1N(CC(CC1)C)C(C(=O)NC=1C=NC=C(C1)C)=O